NC1(CCC2(OCCO2)CC1)C(=O)OCCCC n-Butyl 8-amino-1,4-dioxaspiro[4.5]decane-8-carboxylate